6-(2-bromo-6,7-dihydrothiazolo[5,4-c]pyridin-5(4H)-yl)-5-methylpyridazine-3-carbonitrile BrC=1SC=2CN(CCC2N1)C1=C(C=C(N=N1)C#N)C